CC=1C=C(C=[N+](C1)CCO)CCO 5-methyl-1,3-bis(2-hydroxyethyl)pyridinium